1-(11,12-didehydrodibenzo[b,f]azocin-5(6H)-yl)-6-((7-nitrobenzo[c][1,2,5]oxadiazol-4-yl)amino)hexan-1-one C1=CC=CC=2N(CC3=C(C#CC21)C=CC=C3)C(CCCCCNC3=CC=C(C2=NON=C23)[N+](=O)[O-])=O